cobalt-chromium-iron-nickel-aluminum-titanium [Ti].[Al].[Ni].[Fe].[Cr].[Co]